C(CCCCCCCCCCCC=CCCCCCCCC)(=O)OCCCCCCCCCCCCCCCCCCCCCCC tricosyl docos-13-enoate